O=C(NCCOCCN1CCC(CC1)C1=C(C=CC=C1C1CN(CC2=C(C=C(C=C12)Cl)C#N)C)S(=O)(=O)N)NCCCCNC(NCCOCCN1CCC(CC1)C1=C(C=CC=C1C1CN(CC2=C(C=C(C=C12)Cl)C#N)C)S(=O)(=O)N)=O N'-[(7,14-dioxo-3,18-dioxa-6,8,13,15-tetraazaeicosan-1,20-diyl)bis(piperidine-1,4-diyl)]bis[3-(6-chloro-8-cyano-2-methyl-1,2,3,4-tetrahydroisoquinolin-4-yl)benzenesulfonamide]